N-(4-{[6-(5-chloro-2-fluorophenyl)-3-methylpyridazin-4-yl]amino}pyridin-2-yl)-3-(4-methylpiperazin-1-yl)propanamide ClC=1C=CC(=C(C1)C1=CC(=C(N=N1)C)NC1=CC(=NC=C1)NC(CCN1CCN(CC1)C)=O)F